C(C)C(C=O)=CC(CCCC)CC 2,4-diethyloct-2-enal